CC=1N=C2NN=CC2=C(N1)CCC=1N=CC(=NC1)CO (5-(2-(3-Methyl-2,4,8,9-tetrazabicyclo[4.3.0]nona-1,3,5,7-tetraen-5-yl)ethyl)-2-pyrazinyl)methanol